4-{[5-(2-aminopyrimidin-5-yl)thiophen-2-yl]methyl}-2,4-dihydro-3H-1,2,4-triazol-3-one NC1=NC=C(C=N1)C1=CC=C(S1)CN1C(NN=C1)=O